benzo[1,2-d]isoxazole O1N=CC2=C1C=CC=C2